3-bis(dimethylamino)propan-2-ol CC(C(N(C)C)N(C)C)O